2-[(tert-Butoxycarbonyl)aminomethyl]-4-chloro-benzoic acid methyl ester COC(C1=C(C=C(C=C1)Cl)CNC(=O)OC(C)(C)C)=O